C(#N)C(C(=O)O)=CC1=CC=C(C=C1)OC cyano-4-methoxycinnamic acid